C(C)(=O)N([C@@H](C)C(=O)N[C@H](CCC(=O)N([C@@H](C)C(=O)O)N)C(N)=O)C1[C@H](N)[C@@H](O[C@@H](C(=O)O)C)[C@H](O)[C@H](O1)CO N-acetyl-muramyl-L-alanyl-D-isoglutamyl-amino-L-alanine